OC1=NC=C(C(=N1)NCC1=CC=C(C=C1)C=1N(C=C(N1)C(F)(F)F)C)P(C)(C)=O (2-Hydroxy-4-((4-(1-methyl-4-(trifluoromethyl)-1H-imidazol-2-yl)benzyl)amino)pyrimidin-5-yl)dimethylphosphine oxide